N-(1-(3-((2,6-dioxopiperidin-3-yl)amino)phenyl)piperidin-4-yl)-6-fluoro-5-(4-((5-fluoro-2-methyl-3-oxo-3,4-dihydroquinolin-6-yl)methyl)piperazin-1-yl)pyridine-2-carboxamide O=C1NC(CCC1NC=1C=C(C=CC1)N1CCC(CC1)NC(=O)C1=NC(=C(C=C1)N1CCN(CC1)CC=1C(=C2CC(C(=NC2=CC1)C)=O)F)F)=O